2,3-diaminopropionic acid monohydrobromide Br.NC(C(=O)O)CN